CSC1=NN=C(S1)NC(C(=O)OCC)=O ethyl 2-((5-(methylthio)-1,3,4-thiadiazol-2-yl)amino)-2-oxoacetate